CC1CCC2=CC=CC=C2O1 methylchroman